C1(=CC=CC=C1)C(NC(=O)C=1C(NC(=CC1)C(F)(F)F)=O)C1=CC=C(C=C1)C1COCC1 N-(phenyl(4-(tetrahydrofuran-3-yl)phenyl)methyl)-2-oxo-6-(trifluoromethyl)-1,2-dihydropyridine-3-carboxamide